ClC1=CC=C(CNC(=O)C2N(CCN(C2)C=2C=3C(N=CN2)=NN(C3)C3=CC=C(C=C3)F)C)C=C1 N-(4-chlorobenzyl)-4-(2-(4-fluorophenyl)-2H-pyrazolo[3,4-d]pyrimidin-4-yl)-1-methylpiperazine-2-carboxamide